2-(7-bromo-5-isopropoxy-benzofuran-2-yl)-4-methylthiazole-5-carboxylic acid ethyl ester C(C)OC(=O)C1=C(N=C(S1)C=1OC2=C(C1)C=C(C=C2Br)OC(C)C)C